ClC=1C=C(C=C(C1OC1=NNC(C(=C1)C(C)C)=O)Cl)C=1C(NC(N(N1)CC(F)(F)F)=O)=O 6-(3,5-dichloro-4-((5-isopropyl-6-oxo-1,6-dihydropyridazin-3-yl)oxy)phenyl)-2-(2,2,2-trifluoroethyl)-1,2,4-triazine-3,5(2H,4H)-dione